C(C)OC(=O)C=1C=CC2=C(C(=C(O2)N)C(N)=O)C1.BrC1C2(CC3CC(CC1C3)C2)CC(=O)NC2=CC=CC=C2 bromoadamantaneacetanilide Ethyl-2-amino-3-carbamoylbenzofuran-5-carboxylate